2,3,4,5-tetrafluoro-N-(3-fluoro-4-methoxyphenyl)-6-(fluoromethoxy)benzenesulfonamide FC1=C(C(=C(C(=C1F)F)F)OCF)S(=O)(=O)NC1=CC(=C(C=C1)OC)F